carbon dioxide, magnesium salt [Mg].C(=O)=O